3-(1-oxo-5-(((1R,2S)-2-(4-(pyrrolidine-1-carbonyl)piperidin-1-yl)cyclohexyl)oxy)isoindolin-2-yl)piperidine-2,6-dione O=C1N(CC2=CC(=CC=C12)O[C@H]1[C@H](CCCC1)N1CCC(CC1)C(=O)N1CCCC1)C1C(NC(CC1)=O)=O